ClC1=CC=C(CNC(=O)NC2=CC=C(C=C2)CN2C[C@H](O[C@H](C2)C)C)C=C1 1-(4-chlorobenzyl)-3-(4-(((2R,6S)-2,6-dimethylmorpholino)methyl)phenyl)urea